(3,8-di-tert-butylfluorenylindenyl)hafnium C(C)(C)(C)C=1C=C(C=2CC3=C(C=CC=C3C2C1)C(C)(C)C)C=1C(C2=CC=CC=C2C1)[Hf]